C(CC(=O)[O-])(=O)[O-].C(CC(=O)[O-])(=O)[O-].[Li+].[Li+].[Li+].[Li+] lithium bismalonate